CC=1C=CC=C(C1)N1N=C2C(=N1)C=CC=C2 2-(5'-methyl-phenyl)benzotriazole